COC1=CC=C(C=C1)C1C=CNN1 5-(4-methoxyphenyl)-pyrazoline